CC1=CC=C(C=C1C1=CC=C(C=C1C)N)N 6,6'-dimethyl-3,4'-diaminobiphenyl